C(C)(C)(C)OC(=O)N1[C@H](C[C@@H](C1)F)COC1=CC(=C(C=C1)C)C(NC1(CC1)C1=CC=CC2=CC=CC=C12)=O (2R,4S)-tert-Butyl-4-fluoro-2-((4-methyl-3-((1-(naphthalen-1-yl)cyclopropyl)carbamoyl)phenoxy)methyl)pyrrolidine-1-carboxylate